ClC1=C(C=C(C(=O)N(C)C2=C(C=CC=C2)OC)C=C1)C=1C=NC(=CC1C)C#N 4-chloro-3-(6-cyano-4-methyl-pyridin-3-yl)-N-(2-methoxy-phenyl)-N-methyl-benzamide